CC1(CCOCC1)C(=O)NC(C(=O)O)CCN1CC(CC1)CCC1=NC=2NCCCC2C=C1 2-(4-methyltetrahydro-2H-pyran-4-carboxamido)-4-(3-(2-(5,6,7,8-tetrahydro-1,8-naphthyridin-2-yl)ethyl)pyrrolidin-1-yl)butanoic acid